(R)-6-chloro-3-((1-(2-cyano-7-methyl-3-(4-methyl-4-(trifluoromethyl)piperidin-1-yl)quinoxalin-5-yl)ethyl)amino)picolinic acid ClC1=CC=C(C(=N1)C(=O)O)N[C@H](C)C1=C2N=C(C(=NC2=CC(=C1)C)C#N)N1CCC(CC1)(C(F)(F)F)C